N-(5-((6-((R)-3-(4-chlorophenyl)isoxazolidine-2-yl)pyrimidine-4-yl)amino)-4-methoxy-2-(4-(oxetane-3-yl)piperazine-1-yl)phenyl)acrylamide ClC1=CC=C(C=C1)[C@@H]1N(OCC1)C1=CC(=NC=N1)NC=1C(=CC(=C(C1)NC(C=C)=O)N1CCN(CC1)C1COC1)OC